N1=CC(=CC=C1)C1=CN=C(S1)NC(=O)C1CNCC1 N-[5-(pyridin-3-yl)-1,3-thiazol-2-yl]pyrrolidine-3-carboxamide